C(C)(C)(C)C=1C=C(C=O)C=C(C1)C(C)(C)C 3,5-Di-tert-butylbenzaldehyd